BrCC(=O)C1=NC=C(C=C1)OC 2-bromo-1-(5-methoxypyridin-2-yl)ethanone